COC(=O)C1COC(CC1=O)(C)C tetrahydro-6,6-dimethyl-4-oxo-2H-pyran-3-carboxylic acid methyl ester